[1-(3-fluoropropyl)azetidin-3-yl]methanol FCCCN1CC(C1)CO